CCCCCCCCCCCCCCCC(=O)OC[C@H](COP(=O)([O-])OCC[N+](C)(C)C)OC(=O)CCCCCCCCCCCCC/C=C\CCCCCCCC 1-hexadecanoyl-2-(15Z-tetracosenoyl)-sn-glycero-3-phosphocholine